(1R)-N-(4-(chlorodifluoromethoxy)phenyl)-4-hydroxy-1-methyl-9-(4,4,5,5-tetramethyl-1,3,2-dioxaborolan-2-yl)-1,2,3,4-tetrahydrobenzo[4,5]imidazo[1,2-a]pyridine-7-carboxamide ClC(OC1=CC=C(C=C1)NC(=O)C=1C=C(C2=C(N=C3N2[C@@H](CCC3O)C)C1)B1OC(C(O1)(C)C)(C)C)(F)F